CS(C=1C=CC(=NC1)COC1=NN=C(S1)N)(=O)=NC 5-((5-(methyl(methylimino)oxo-lambda6-sulfanyl)pyridin-2-yl)methoxy)-1,3,4-thiadiazol-2-amine